7-(trifluoromethyl)-1,3-benzoxazole FC(C1=CC=CC=2N=COC21)(F)F